4-fluoro-2-oxo-bicyclo[2.2.2]octane-1-carboxylic acid FC12CC(C(CC1)(CC2)C(=O)O)=O